O=C1NC(CC[C@H]1N1C(C2=CC=C(C=C2C1)N1CCN(CC1)CC1CCN(CC1)CCOC1=CC=C(C=C1)\C(=C(\CC)/C1=CC=CC=C1)\C1=CC=C(C=C1)B(O)O)=O)=O (R,Z)-(4-(1-(4-(2-(4-((4-(2-(2,6-dioxopiperidin-3-yl)-1-oxoisoindolin-5-yl)piperazin-1-yl)methyl)piperidin-1-yl)ethoxy)phenyl)-2-phenylbut-1-en-1-yl)phenyl)boronic acid